CC(=O)N[C@@H]1[C@H]([C@H]([C@H](O[C@H]1O[C@H]2[C@H]([C@H](O[C@@H]([C@@H]2O)O[C@H]3[C@H](O[C@H]([C@@H]([C@H]3O)O)O[C@@H]4[C@H](O[C@H]([C@@H]([C@H]4O)O)O)CO)CO)CO)O)CO)O)O[C@H]5[C@@H]([C@H]([C@H]([C@H](O5)CO)O)O)O The molecule is a linear amino pentasaccharide comprising beta-D-glucose at the reducing end with a beta-D-galactosyl-(1->3)-N-acetyl-beta-D-glucosaminyl-(1->3)-alpha-D-galactosyl-(1->4)-beta-D-galactosyl moiety at the 4-position. beta-D-Galp-(1->3)-beta-D-GalpNAc-(1->3)-alpha-D-Galp-(1->4)-beta-D-Galp-(1->4)-D-Glcp in which the anomeric configuration of the glucose residue at the reducing end is beta. It has a role as an antigen and an epitope. It is an amino pentasaccharide, a galactosamine oligosaccharide and a beta-D-Galp-(1->3)-beta-D-GalpNAc-(1->3)-alpha-D-Galp-(1->4)-beta-D-Galp-(1->4)-D-Glcp.